diisobutyltin distearate C(CCCCCCCCCCCCCCCCC)(=O)[O-].C(CCCCCCCCCCCCCCCCC)(=O)[O-].C(C(C)C)[Sn+2]CC(C)C